lead-lanthanum-zirconium [Zr].[La].[Pb]